N,N-di-Boc-1H-pyrazole-1-carboxamidine C(=O)(OC(C)(C)C)N(C(=N)N1N=CC=C1)C(=O)OC(C)(C)C